N1=CN=CC(=C1)C1CNC1 3-(pyrimidin-5-yl)azetidine